4-(1,1-dioxido-4-oxo-1,2,5-thiadiazolidin-2-yl)-3-fluoro-5-((4-methoxybenzyl)oxy)benzaldehyde O=S1(N(CC(N1)=O)C1=C(C=C(C=O)C=C1OCC1=CC=C(C=C1)OC)F)=O